tert-butyl (5R,6S)-5-(((5-(difluoromethyl)pyrimidin-2-yl)amino)methyl)-2,2-difluoro-6-methylmorpholine-4-carboxylate FC(C=1C=NC(=NC1)NC[C@@H]1[C@@H](OC(CN1C(=O)OC(C)(C)C)(F)F)C)F